C(CCCC[C@@H]1SC[C@@H]2NC(=O)N[C@H]12)(=O)NCCCCC(=O)NC=1C=C(C=C(C1)NC(CCCCNC(CCCC[C@@H]1SC[C@@H]2NC(=O)N[C@H]12)=O)=O)C(NCCOCCOCCOCCOCCOCCOCCOCCOCCOCCOCCOCCOCCC(=O)O)=O 1-(3,5-bis(5-(biotinylamino)pentanamido)phenyl)-1-oxo-5,8,11,14,17,20,23,26,29,32,35,38-dodecaoxa-2-azahentetracontan-41-oic acid